1-(3-(2-((1-(2-bromoacetyl)piperidin-4-yl)amino)-5-fluoropyrimidin-4-yl)phenyl)pyridin-2(1H)-one BrCC(=O)N1CCC(CC1)NC1=NC=C(C(=N1)C=1C=C(C=CC1)N1C(C=CC=C1)=O)F